BrC1=NC(=NC=C1)OCC=1SC(=CC1)Cl 4-bromo-2-[(5-chloro-2-thienyl)methoxy]pyrimidine